COCOC(C1=C(C(=C(C=C1C)O)CC)C)=O.[Si](C1=CC=CC=C1)(C1=CC=CC=C1)(C(C)(C)C)OC1C(CC(N1CC1=CC=C(C=C1)OC)=O)C(C)(C)[N+](=O)[O-] 5-((Tert-Butyldiphenylsilyl)oxy)-1-(4-methoxybenzyl)-4-(2-nitropropan-2-yl)pyrrolidin-2-one methoxymethyl-3-ethyl-4-hydroxy-2,6-dimethylbenzoate